C(C)(C)C=1C=C(C=CC1OC1=CC=NC2=CC(=NC=C12)OC)N1C(N(CC1=O)C=1C=NC=C(C1)C(F)(F)F)=O 3-{3-isopropyl-4-[(7-methoxy-1,6-naphthyridin-4-yl)oxy]phenyl}-1-[5-(trifluoromethyl)-3-pyridinyl]-2,4-imidazolidinedione